Cl.FC1=C(C=C(C(=C1)F)N1CCNCC1)O 2,4-difluoro-5-(piperazin-1-yl)phenol hydrochloride